CC1=NOC2=NC=CC(=C21)C=2C=C(C=NC2)C2=CC=C(C=C2)N2C(CCC2)=O 1-(4-(5-(3-methylisoxazolo[5,4-b]pyridin-4-yl)pyridin-3-yl)phenyl)pyrrolidin-2-one